C(C=C)O[C@H]1[C@@H](O[C@@H]([C@H]1O)CO)N1C=NC=2C(=O)NC(N)=NC12 2'-O-2-Propen-1-ylguanosine